C(C)O[Si](CCC[SiH3])(OCC)OCC 3-(triethoxysilyl)propyl-silane